tert-butyl 1-iodo-3-methyl-5,6-dihydroimidazo[1,5-a]pyrazine-7(8H)-carboxylate IC=1N=C(N2C1CN(CC2)C(=O)OC(C)(C)C)C